3-{2-fluoro-4-[(2-fluoro-4-pentylphenyl)ethynyl]phenyl}prop-2-ynecarbonitrile FC1=C(C=CC(=C1)C#CC1=C(C=C(C=C1)CCCCC)F)C#CCC#N